CN1N=CC(=C1)N1C(C2=C(CCC1)C(=CN2)C2=NC(=NC=C2C(F)(F)F)NC2CNCCC2)=O 7-(1-methyl-1H-pyrazol-4-yl)-3-{2-[(piperidin-3-yl)amino]-5-(trifluoromethyl)pyrimidin-4-yl}-1H,4H,5H,6H,7H,8H-pyrrolo[2,3-c]azepin-8-one